O=C1NC(CCC1NC1=CC=C(CN2CCN(CC2)C2CCN(CC2)C2=CC=C(C(=O)NC3=CC(=C(C=C3)C)NC3=NC=CC(=N3)C=3C=NC=CC3)C=C2)C=C1)=O 4-(4-(4-(4-((2,6-dioxopiperidin-3-yl)amino)benzyl)piperazin-1-yl)piperidin-1-yl)-N-(4-methyl-3-((4-(pyridin-3-yl)pyrimidin-2-yl)amino)phenyl)benzamide